tert-butyl 7-(6-oxo-1-((3-(prop-2-yn-1-ylcarbamoyl)phenyl)sulfonyl)-1,6-dihydropyridine-3-carboxamido)heptanoate Tert-butyl-7-(6-hydroxynicotinamido)heptanoate C(C)(C)(C)OC(CCCCCCNC(C1=CN=C(C=C1)O)=O)=O.O=C1C=CC(=CN1S(=O)(=O)C1=CC(=CC=C1)C(NCC#C)=O)C(=O)NCCCCCCC(=O)OC(C)(C)C